2-(6-(5-(2-chloro-4-fluorophenoxy)pyrimidin-4-yl)-2,6-diazaspiro[3.3]heptane-2-carbonyl)-2,3-dihydro-1H-indene-5-sulfonamide ClC1=C(OC=2C(=NC=NC2)N2CC3(CN(C3)C(=O)C3CC4=CC=C(C=C4C3)S(=O)(=O)N)C2)C=CC(=C1)F